5-chloro-2-heptyloxybenzyl bromide ClC=1C=CC(=C(CBr)C1)OCCCCCCC